C(C)N1C(NC2=C(C1=O)SC(=C2)CN2CCN(CC2)C2=CC=C(C(N2C)=O)C(=O)NC)=O 6-(4-((3-ethyl-2,4-dioxo-1,2,3,4-tetrahydrothieno[3,2-d]pyrimidin-6-yl)methyl)piperazin-1-yl)-N,1-dimethyl-2-oxo-1,2-dihydropyridine-3-carboxamide